1,2-dioxolan O1OCCC1